5-(cis-hydroxyisopentenyl)-adenosine OC(CC(=C)C)C12N=CN([C@H]3[C@H](O)[C@H](O)[C@@H](CO)O3)C2=NC=NC1=N